ClC1=C(C=CC=2C(=C3N(C12)CC(NCC3)=O)C=3C=NN(C3)C3OCCCC3)Cl 7,8-dichloro-11-(1-(tetrahydro-2H-pyran-2-yl)-1H-pyrazol-4-yl)-2,3-dihydro-1H-[1,4]diazepino[1,7-a]indol-4(5H)-one